ClC=1C=C2C(=NN(C2=C(C1)C)C=1C=NC(=CC1)F)C=1C2=CN(N=C2C=CC1)C 5-chloro-1-(6-fluoro-pyridin-3-yl)-2',7-dimethyl-1H,2'H-3,4'-biindazole